4-[(5-amino-4-carbamoyl-2-thienyl)oxy]Piperidine-1-carboxylic acid tert-butyl ester C(C)(C)(C)OC(=O)N1CCC(CC1)OC=1SC(=C(C1)C(N)=O)N